ClC1=C(COC2=C(N=NN2)C(=O)O)C=CC=C1 5-((2-chlorobenzyl)oxy)-1H-1,2,3-triazole-4-carboxylic acid